BrC=1C=C2C(=CNC2=CC1)CCO[Si](C)(C)C(C)(C)C 5-bromo-3-(2-((tert-butyldimethylsilyl)oxy)ethyl)-1H-indole